3-(5-(9-ethyl-3-methyl-3,9-diazabicyclo[3.3.1]nonan-7-yl)-1-oxoisoindolin-2-yl)piperidine-2,6-dione C(C)N1C2CN(CC1CC(C2)C=2C=C1CN(C(C1=CC2)=O)C2C(NC(CC2)=O)=O)C